C(C)(C)(C)OC(=O)N1C[C@H](CC1)C(C(=O)O)(C)C |r| rac-2-(1-(tert-butoxycarbonyl)pyrrolidin-3-yl)-2-methylpropanoic acid